NC=1C2=C(N=CN1)N(C=C2C#CC=2C(=CC1=C(N=C(O1)NCC)C2)F)[C@@H]2CN(CC2)C(C=C)=O (S)-1-(3-(4-amino-5-((2-(ethylamino)-6-fluorobenzo[d]oxazol-5-yl)ethynyl)-7H-pyrrolo[2,3-d]pyrimidin-7-yl)pyrrolidin-1-yl)prop-2-en-1-one